tert-butyl N-[(1r,4r)-4-(4-{imidazo[1,2-a]pyridin-6-yl}benzenesulfonyl)cyclohexyl]carbamate N=1C=CN2C1C=CC(=C2)C2=CC=C(C=C2)S(=O)(=O)C2CCC(CC2)NC(OC(C)(C)C)=O